N-[(6-Amino-2-pyridyl)sulfonyl]-5-[(E)-2-(4-methoxyphenyl)vinyl]-2-(2,2,4-trimethylpyrrolidin-1-yl)pyridin-3-carboxamid NC1=CC=CC(=N1)S(=O)(=O)NC(=O)C=1C(=NC=C(C1)\C=C\C1=CC=C(C=C1)OC)N1C(CC(C1)C)(C)C